2,4-dimethyl-2,4,6-trimethylphenylboronic acid CC1(C(C(=CC(C1)(C)C)C)B(O)O)C